3-(3-OXO-2,3-DIHYDRO-4H-BENZO[B][1,4]OXAZIN-4-YL)-N-(5-(PYRIDIN-2-YL)-4H-1,2,4-TRIAZOL-3-YL)PROPANAMIDE O=C1N(C2=C(OC1)C=CC=C2)CCC(=O)NC2=NN=C(N2)C2=NC=CC=C2